C(#N)C1(CC=CC=C1)C1=C(C=CC=C1C)C 1-cyanophenyl-2,6-dimethylbenzene